C1(=CC=CC=C1)[C@H]([C@H]1CNC2=CC=CN=C2C1)NCCC=1C=C(C=CC1)CC1C(NC(S1)=O)=O 5-{[3-(2-{[(S)-phenyl((3R)-1,2,3,4-tetrahydro-1,5-naphthyridin-3-yl)methyl]amino}ethyl)phenyl]methyl}-1,3-thiazolidine-2,4-dione